tert-butyl (3R)-3-[(2S)-3-(3-bromo-1-{[2-(trimethylsilyl)ethoxy]methyl}-1H-indazol-5-yl)-1-(tert-butoxy)-1-oxopropane-2-yl]pyrrolidine-1-carboxylate BrC1=NN(C2=CC=C(C=C12)C[C@H](C(=O)OC(C)(C)C)[C@@H]1CN(CC1)C(=O)OC(C)(C)C)COCC[Si](C)(C)C